FC1=CC(=NC=C1)B(O)O (4-fluoropyridin-2-yl)boronic acid